2-((4-(2-methoxyphenoxy)phenyl)imino)-4-(4-fluorophenyl)thiazole methyl-5-methyl-4-oxotetrahydrofuran-3-carboxylate COC(=O)C1COC(C1=O)C.COC1=C(OC2=CC=C(C=C2)N=C2SC=C(N2)C2=CC=C(C=C2)F)C=CC=C1